CN1N=C2C=CC=C(C2=C1)C1=NN(C2=C(C=CC=C12)C)C=1C=CC(=NC1)NCC=1C=NC=NC1 5-{2',7-dimethyl-1H,2'H-[3,4'-biindazol]-1-yl}-N-[(pyrimidin-5-yl)methyl]pyridin-2-amine